F\C(=C(/C(=C(C)C)F)\C)\N (Z)-1,3-difluoro-2,4-dimethylpentan-1,3-dien-1-amine